O1C(=CC2=C1C=CC=C2)C2=CC=C(C=C2)NC([C@H](CC2=CNC1=CC=CC=C21)NC2=CC=C(C(=O)NCCC(=O)OCC)C=C2)=O Ethyl (S)-3-(4-((1-((4-(benzofuran-2-yl)phenyl)amino)-3-(1H-indol-3-yl)-1-oxopropan-2-yl)amino) benzamido)propanoate